di(4-methoxylphenyl)amine O(C)C1=CC=C(C=C1)NC1=CC=C(C=C1)OC